ClC1=CC(=C(C=C1)C1=CC=C(C=C1)C1CN(C1)C(=O)N1CC2(C1)NS(CC2)(=O)=O)S(=O)(=O)C [3-[4-(4-chloro-2-methylsulfonyl-phenyl)phenyl]azetidin-1-yl]-(6,6-dioxo-6lambda6-thia-2,5-diazaspiro[3.4]octan-2-yl)methanone